1H-pyrazol-4-boronic acid N1N=CC(=C1)B(O)O